NC1=C2C(=NC=N1)N(N=C2C=2N(C1=CC(=CC=C1C2Cl)C(=O)NC)C)C(C)(C)C 2-(4-Amino-1-(tert-butyl)-1H-pyrazolo[3,4-d]pyrimidin-3-yl)-3-chloro-N,1-dimethyl-1H-indole-6-carboxamide